tert-butyl 3-((4-((3-chloro-2,4-difluorophenyl)amino)-6-nitroquinazolin-7-yl)ethynyl)-3-methylpyrrolidine-1-carboxylate ClC=1C(=C(C=CC1F)NC1=NC=NC2=CC(=C(C=C12)[N+](=O)[O-])C#CC1(CN(CC1)C(=O)OC(C)(C)C)C)F